C(C)(C)(C)OC(N[C@@H](C1CCC(CC1)(F)F)C=1N=C2N(N=CC(=C2)[C@H](NC[C@H](NC(OCC2=CC=CC=C2)=O)C2(CC2)C#N)COC)C1)=O ((S)-(7-((5R,8S)-5-(1-cyanocyclopropyl)-3-oxo-1-phenyl-2,10-dioxa-4,7-diazaundec-8-yl)imidazo[1,2-B]pyridazin-2-yl)(4,4-difluorocyclohexyl)methyl)carbamic acid tert-butyl ester